dihydro-Phenylphenazine C1(CC=CC=C1)C1=CC=CC2=NC3=CC=CC=C3N=C12